6-(2-(2-Methoxyethoxy)ethoxy)-N-(4-nitrophenyl)-N-phenylnaphthalen-2-amine COCCOCCOC=1C=C2C=CC(=CC2=CC1)N(C1=CC=CC=C1)C1=CC=C(C=C1)[N+](=O)[O-]